N-[2-(3-{[6-(1-cyano-1-methylethyl)-pyridin-3-yl]amino}prop-1-yn-1-yl)-1-(2,2,2-trifluoroethyl)-1H-indol-4-yl]-4-methylpiperazine-1-carboxamide C(#N)C(C)(C)C1=CC=C(C=N1)NCC#CC=1N(C2=CC=CC(=C2C1)NC(=O)N1CCN(CC1)C)CC(F)(F)F